[Fe].[Cu].[Bi].[Li].[Na].[K] potassium sodium lithium bismuth copper iron